C1(=CC=CC=C1)C1=C(C=CC(=C1)N(C=1C=C(C=CC1)C)C=1C=C(C=CC1)C)N phenyl-N4,N4-di-m-tolylbenzene-1,4-diamine